S1C2=C(C=C1)C=C(C=C2)C=2C=C1CNCC1=CC2 5-(benzo[b]thiophen-5-yl)isoindoline